C1(=CC=CC=C1)C#C 1-Phenylacetylene